propyl 2-amino-4-methyl-thiazole-5-carboxylate NC=1SC(=C(N1)C)C(=O)OCCC